FC=1C(=CC=C2CN(C(C12)=O)C(C=1NC(=CN1)C)C1=C(C=CC(=C1)F)O)C1=CC=C(C=C1)C1CCN(CC1)C 7-Fluoro-2-[(5-fluoro-2-hydroxy-phenyl)-(5-methyl-1H-imidazol-2-yl)methyl]-6-[4-(1-methyl-4-piperidyl)phenyl]isoindolin-1-one